2-((3R,4R)-3-amino-4-fluoropiperidin-1-yl)-1-((5-fluoropyridin-2-yl)methyl)-1H-benzo[d]imidazole-6-carbonitrile N[C@@H]1CN(CC[C@H]1F)C1=NC2=C(N1CC1=NC=C(C=C1)F)C=C(C=C2)C#N